C(C)(=O)N1CC(CC1)C(=O)NCC1=CC=C(C=C1)NC1=CC=C(C=C1)N1CCC(CC1)C(F)(F)F 1-Acetyl-N-(4-((4-(4-(trifluoromethyl)piperidin-1-yl)phenyl)amino)benzyl)pyrrolidine-3-carboxamide